2-(3-(4-(chloromethyl)phenyl)-2-oxotetrahydropyrimidin-1(2H)-yl)ethyl acetate C(C)(=O)OCCN1C(N(CCC1)C1=CC=C(C=C1)CCl)=O